1-isobutyl-1H-imidazoquinolin-4-amine C(C(C)C)N1C=NC2=C(C=C3C=CC=NC3=C21)N